ClC=1C(=NN(C(C1)=O)C1=C(C=CC=C1C)OC)C(=O)OC methyl 4-chloro-1-(2-methoxy-6-methylphenyl)-6-oxo-1,6-dihydropyridazine-3-carboxylate